FC=1N=C2N(C=C(C=C2C(=O)O)CNC2(CC2)C)C1 2-fluoro-6-(((1-methylcyclopropyl)amino)methyl)imidazo[1,2-a]pyridine-8-carboxylic acid